N-methyl-N-(2-hydroxyethyl)ammonium C[NH2+]CCO